trans-N-methoxy-4-(methoxymethyl)-N-methylcyclohexane-1-carboxamide CON(C(=O)[C@@H]1CC[C@H](CC1)COC)C